O=C1NC(CCC1N1C(C2=CC=C(C=C2C1)CNC(C(CC)(F)F)=O)=O)=O N-((2-(2,6-dioxopiperidin-3-yl)-1-oxoisoindolin-5-yl)methyl)-2,2-difluorobutanamide